C(=O)(O)C[C@@H](C(=O)NO)NCC=1C=C(C(=O)O)C=CC1 3-[[[(1S)-1-(carboxymethyl)-2-(hydroxyamino)-2-oxoethyl]amino]methyl]benzoic acid